CCCCCC(CCCCCCC)=O 6-Tridecanone